C[C@@H](C[C@H](C=C(C)C)OC)[C@@H]1CC[C@]2([C@]1(CC[C@H]3C2=CC[C@@H]4[C@@]3(CCC(=O)C4(C)C)C)C)C The molecule is a tirucallane triterpenoid that is (13alpha,14beta,17alpha,20S)-lanosta-7,24-diene substituted by an oxo group at position 3 and a methoxy group at position 23. It has been isolated from the stem and stem barks of Cornus walteri. It has a role as a plant metabolite. It is a cyclic terpene ketone, a tirucallane triterpenoid and an ether.